CC1(CC[C@@H](CN1)NC1=NC=C(C(=N1)C1=CNC=2C(N(C(CCC21)(C)C)C=2C=NN(C2)C)=O)C(F)(F)F)C 3-(2-{[(3S)-6,6-dimethylpiperidin-3-yl]amino}-5-(trifluoromethyl)pyrimidin-4-yl)-6,6-dimethyl-7-(1-methyl-1H-pyrazol-4-yl)-1H,4H,5H,6H,7H,8H-pyrrolo[2,3-c]azepin-8-one